C1OCC12CN(C2)C=2N=CC(=NC2)C=2C(=CC(=NC2)NC(C)=O)NC2=NC(=NC=C2)C(C)(F)F N-(5-(5-(2-oxa-6-azaspiro[3.3]heptan-6-yl)pyrazin-2-yl)-4-((2-(1,1-difluoroethyl)pyrimidin-4-yl)amino)pyridin-2-yl)acetamide